N-hydroxy-N-(5-(1-(methoxyimino)ethyl)-2,4,6-trioxohexahydropyrimidin-5-yl)acetamide ON(C(C)=O)C1(C(NC(NC1=O)=O)=O)C(C)=NOC